C1(CCC1)OC1=CC=2N(C=C1C(=O)NC1=NN(C=C1)C)C=C(N2)[C@@]21CO[C@@](CC2)(C1)C 7-Cyclobutoxy-N-(1-methyl-1H-pyrazol-3-yl)-2-((1S,4R)-1-methyl-2-oxabicyclo[2.2.1]heptan-4-yl)imidazo[1,2-a]pyridine-6-carboxamide